(1R)-1-{5-[1-methyl-4-(trifluoromethyl)-1H-pyrazol-5-yl]-1,2,4-oxadiazol-3-yl}-6-azaspiro[2.5]octane-6-sulfonamide CN1N=CC(=C1C1=NC(=NO1)[C@@H]1CC12CCN(CC2)S(=O)(=O)N)C(F)(F)F